N-(6-amino-5-methyl-3-pyridyl)-2-[(2S,5R)-2-cyclopentyl-5-methyl-1-piperidyl]-2-oxo-acetamide NC1=C(C=C(C=N1)NC(C(=O)N1[C@@H](CC[C@H](C1)C)C1CCCC1)=O)C